((3aR,4R,6R,6aR)-6-(4-aminopyrrolo[2,1-f][1,2,4]triazin-7-yl)-6-cyano-2,2-dimethyltetrahydrofuro[3,4-d][1,3]dioxol-4-yl)methyl (S)-2-((tert-butoxycarbonyl)amino)-3,3-dimethylbutanoate C(C)(C)(C)OC(=O)N[C@H](C(=O)OC[C@H]1O[C@@]([C@@H]2OC(O[C@@H]21)(C)C)(C#N)C2=CC=C1C(=NC=NN12)N)C(C)(C)C